FC(F)C=1C(=C(C(=O)O)C(=CC1)[2H])F (difluoromethyl)-2-fluorobenzoic acid-6-d